C(C[O-])[O-] ethane-1,2-diolate